dimethylaminomethyl-[1,3]Dioxolane CN(C)CC1OCCO1